C(C)OC(=O)C=1OC(=CC1)CC1=CC=CC=C1 5-benzylfuran-2-carboxylic acid ethyl ester